4-(2-Fluoro-6-methoxy-3-methylphenyl)-6-methyl-N-(5-(2,2,2-trifluoroethoxy)-1,3,4-thiadiazol-2-yl)nicotinamide FC1=C(C(=CC=C1C)OC)C1=CC(=NC=C1C(=O)NC=1SC(=NN1)OCC(F)(F)F)C